ClC1=C(C=CC=C1C1C(NC(CC1)=O)=O)C1=CC=C(C=C1)CC1=NN(C=C1)C 3-(2-chloro-4'-((1-methyl-1H-pyrazol-3-yl)methyl)-[1,1'-biphenyl]-3-yl)piperidine-2,6-dione